hexyl 3-methylbutanoate CC(CC(=O)OCCCCCC)C